C(C1=CC=CC=C1)OC=1C=CC=2C(N(C3C=CC(C2N1)C3)C)=O 2-(benzyloxy)-6-methyl-7,10-dihydro-7,10-methanopyrido[3,2-c]azocin-5(6H)-one